FC1=C(C(=O)N([C@H]2CN(CCC2)C(=O)OC(C)(C)C)C2=NC=CC3=C2C=C(S3)C(C=3C=NC=CC3)O)C=CC(=C1)C=1N=NN(C1)C tert-butyl (3R)-3-[[2-fluoro-4-(1-methyltriazol-4-yl)benzoyl]-[2-[hydroxy (3-pyridyl)methyl]thieno[3,2-c]pyridin-4-yl]amino]piperidine-1-carboxylate